N-(2-acetoxyethyl)-bis[2-(methoxycarbonyl)ethyl]amine C(C)(=O)OCCN(CCC(=O)OC)CCC(=O)OC